4-bromo-1-butyl-2-(2,3,5,6-tetrafluorophenyl)-1H-benzo[d]imidazole BrC1=CC=CC=2N(C(=NC21)C2=C(C(=CC(=C2F)F)F)F)CCCC